2-((6-(4-((((R)-1-(2-chlorophenyl)ethoxy)carbonyl)amino)-3-methylisoxazol-5-yl)-2-methylpyridin-3-yl)carbamoyl)cyclohexane-1-carboxylic acid ClC1=C(C=CC=C1)[C@@H](C)OC(=O)NC=1C(=NOC1C1=CC=C(C(=N1)C)NC(=O)C1C(CCCC1)C(=O)O)C